tert-butyl (S)-((2'-(2-chloro-3-((3-fluoro-4-formylpyridin-2-yl)amino)phenyl)-6-methoxy-3'-methyl-[2,4'-bipyridin]-5-yl)methyl)((5-oxopyrrolidin-2-yl)methyl)carbamate ClC1=C(C=CC=C1NC1=NC=CC(=C1F)C=O)C1=NC=CC(=C1C)C1=NC(=C(C=C1)CN(C(OC(C)(C)C)=O)C[C@H]1NC(CC1)=O)OC